ClC=1C(N(C(=CC1OCC1=NC=C(C=C1F)F)C)C1=CC(=NC=C1C)C1=NC(=NC=C1)C(C(=O)O)(C)C)=O 2-[4-[4-[3-chloro-4-[(3,5-difluoro-2-pyridinyl)methoxy]-6-methyl-2-oxo-1-pyridinyl]-5-methyl-2-pyridinyl]pyrimidin-2-yl]-2-methyl-propionic acid